ClC1=CC=C(CN=C=O)C=C1 4-Chlorobenzyl isocyanate